(1S,3aR,6aS)-N-((S)-1-amino-1-oxo-3-((S)-2-oxopiperidin-3-yl)propan-2-yl)octahydrocyclopenta[c]pyrrole-1-carboxamide hydrobromide Br.NC([C@H](C[C@H]1C(NCCC1)=O)NC(=O)[C@H]1NC[C@H]2[C@@H]1CCC2)=O